(acrylonitrile), lithium salt [Li].C(C=C)#N